C(C)C(COC(CCCCC(=O)OCC(CCCC)CC)=O)CCCC Di-(2-ethylhexyl)adipat